ClC1=CC=C(C=C1)NC=1SC=C(N1)C=1SC=C(N1)C1=CC=CC=C1 N-(4-chlorophenyl)-4-phenyl-[2,4'-bithiazole]-2'-amine